BrC1=CC=C(C=C1)C1=CC2=C(S1)C=C(C=C2)OC 2-(4-bromo-phenyl)-6-methoxy-benzo[b]thiophene